2-hydroxy-4-diethylamino-2'-hexyloxycarbonylbenzophenone OC1=C(C(=O)C2=C(C=CC=C2)C(=O)OCCCCCC)C=CC(=C1)N(CC)CC